(3R)-3-(hydroxymethyl)-4-(3-nitro-5-(trifluoromethyl)pyridin-2-yl)piperazine-1-carboxylic acid tert-butyl ester C(C)(C)(C)OC(=O)N1C[C@@H](N(CC1)C1=NC=C(C=C1[N+](=O)[O-])C(F)(F)F)CO